CC1=NOC(=C1C1=CC=C(C=N1)C(C(=O)O)C)C 2-(6-(3,5-Dimethylisoxazol-4-yl)pyridin-3-yl)propionic acid